(Z)-3-(5-(3-(4-(6-(4-(1-(4-hydroxyphenyl)-2-phenylbut-1-en-1-yl)phenoxy)pyridin-3-yl)piperazin-1-yl)propoxy)-1-oxoisoindolin-2-yl)piperidine-2,6-dione OC1=CC=C(C=C1)/C(=C(\CC)/C1=CC=CC=C1)/C1=CC=C(OC2=CC=C(C=N2)N2CCN(CC2)CCCOC=2C=C3CN(C(C3=CC2)=O)C2C(NC(CC2)=O)=O)C=C1